NC1=C(C=C(N=N1)C1=C(C=CC=C1)O)N1CC(CCC1)N 2-(6-amino-5-(3-aminopiperidin-1-yl)pyridazin-3-yl)phenol